N-(5-amino-2-methylphenyl)-1-methyl-1H-imidazole-5-carboxamide NC=1C=CC(=C(C1)NC(=O)C1=CN=CN1C)C